FC(C(F)F)(OCCC)F (1,1,2,2-tetrafluoroethoxy)propane